FC1=C(C=CC(=C1F)O)C1=NN=C(S1)N1CC2(C1)CCN(CC2)C(=O)OC(C)(C)C tert-Butyl 2-(5-(2,3-difluoro-4-hydroxyphenyl)-1,3,4-thiadiazol-2-yl)-2,7-diazaspiro[3.5]nonane-7-carboxylate